C(C(C)C)C1(CC(C(CC1)C(CO)C)O)C 1-iso-butyl-para-menthane-3,9-diol